4-Chloro-N-(1-(6,7-difluoro-4-oxo-3,4-dihydrophthalazin-1-yl)ethyl)-3,5-difluoro-N-methylbenzamide ClC1=C(C=C(C(=O)N(C)C(C)C2=NNC(C3=CC(=C(C=C23)F)F)=O)C=C1F)F